5-amino-8-(3,3-difluoroazetidin-1-yl)pyrido[4,3-d]pyrimidine NC1=NC=C(C=2N=CN=CC21)N2CC(C2)(F)F